N-(4-(4-(5-(cyclopentanecarbonyl)furan-2-yl)-1H-1,2,3-triazol-1-yl)-3-(6-azaspiro[2.5]octan-6-yl)phenyl)-2-hydroxyethane-1-sulfonamide C1(CCCC1)C(=O)C1=CC=C(O1)C=1N=NN(C1)C1=C(C=C(C=C1)NS(=O)(=O)CCO)N1CCC2(CC2)CC1